COC([C@H](C[C@H]1C(NCC1)=O)NC([C@H](CC#C)NC(=O)C=1NC2=CC=CC(=C2C1)OC)=O)=O (S)-methyl-2-((S)-2-(4-methoxy-1H-indole-2-carboxamido)pent-4-ynamido)-3-((S)-2-oxopyrrolidin-3-yl)propanoate